C1(=CC=CC=C1)C(C)C=1N=C(SC1)N 4-(1-phenylethyl)thiazol-2-amine